C(CCC)C=1C=C(C(=CC1)C1=CC=CC=C1)C#N p-butylbiphenylnitrile